ClC1=NC=2N(C(=C1)N(C(OC(C)(C)C)=O)C1=CC(=CC=C1)[N+](=O)[O-])N=CC2C(C)C tert-butyl (5-chloro-3-isopropylpyrazolo[1,5-a]pyrimidin-7-yl)(3-nitrophenyl)carbamate